tert-butyl 4-[(2S)-2-[[8-(3,5-dimethyl-1H-pyrazol-4-yl)quinazolin-4-yl]amino]propyl]piperazine-1-carboxylate CC1=NNC(=C1C=1C=CC=C2C(=NC=NC12)N[C@H](CN1CCN(CC1)C(=O)OC(C)(C)C)C)C